1,2-ditridecanoyl-sn-glycero-3-phosphorylcholine C(CCCCCCCCCCCC)(=O)OC[C@@H](OC(CCCCCCCCCCCC)=O)COP(=O)(O)OCC[N+](C)(C)C